O=C(CC(C#N)C#N)C 2-(2-oxopropyl)malononitrile